N,N-bis(2-ethylhexyl)azodicarboxamide C(C)C(CN(C(=O)N=NC(=O)N)CC(CCCC)CC)CCCC